C(C)(C)(C)OC(=O)NCC(CC(=O)O)O 4-(tert-butoxycarbonyl-amino)-3-hydroxy-butanoic acid